C(C(=C)C)(=O)OCCOCCC ethylene glycol monopropyl ether methacrylate